FC1=C(C=C(C=C1)N1C(=NN=C1)C=1C=C(C=2N(C1)C(=CN2)C2=CC=C(C=C2)NC(N(C)C)=O)C)OC 3-[4-[6-[4-(4-fluoro-3-methoxy-phenyl)-1,2,4-triazol-3-yl]-8-methyl-imidazo[1,2-a]pyridin-3-yl]phenyl]-1,1-dimethyl-urea